6-((2R,3R)-2-methyl-3-(piperazin-1-yl)azetidin-1-yl)pyrimidine C[C@H]1N(C[C@H]1N1CCNCC1)C1=CC=NC=N1